4-{[1,2,4]triazolo[4,3-b]pyridazin-6-yl(piperazin-1-yl)ethyl}benzoic acid N=1N=CN2N=C(C=CC21)C(CC2=CC=C(C(=O)O)C=C2)N2CCNCC2